1,3-bis(hydroxymethyl)pyridinium OC[N+]1=CC(=CC=C1)CO